OCCS(=O)(=O)NC1=CC(=C(C(=O)NC=2C(N(C=CC2)C2COCCC2)=O)C=C1)N1CCC2(CC2)CC1 4-((2-hydroxyethyl)sulfonamido)-N-(2-oxo-1-(tetrahydro-2H-pyran-3-yl)-1,2-dihydropyridin-3-yl)-2-(6-azaspiro[2.5]octan-6-yl)benzamide